C1(=C(C(=C(C(=C1[2H])[2H])[2H])[2H])[2H])C1=C(C(=CC=C1)C1=C(C(=C(C(=C1[2H])[2H])[2H])[2H])[2H])NC=1C(=CC=CC1)NC1=CC(=CC=C1)OC1=CC=2N(C3=CC=CC=C3C2C=C1)C1=NC=CC(=N1)C(C)(C)C N1-([1,1':3',1''-terphenyl]-2'-yl-2,2'',3,3'',4,4'',5,5'',6,6''-d10)-N2-(3-((9-(4-(tert-butyl)pyrimidin-2-yl)-9H-carbazol-2-yl)oxy)phenyl)benzene-1,2-diamine